(+)-3-chloro-1,2-propanediol ClCC(CO)O